ClC1=CC=2N(C(N(C=3C=CC(=NC3C2C=C1)C#N)CC)=O)C1=C(C=C(C=C1F)NCCNC)F 13-chloro-10-(2,6-difluoro-4-{[2-(methylamino)ethyl]amino}phenyl)-8-ethyl-9-oxo-3,8,10-triazatricyclo[9.4.0.02,7]pentadeca-1(11),2(7),3,5,12,14-hexaene-4-carbonitrile